2-(4-(diethylamino)-2-hydroxy-5-methylbenzoyl)benzoic acid C(C)N(C1=CC(=C(C(=O)C2=C(C(=O)O)C=CC=C2)C=C1C)O)CC